6-chloro-chromone-3-formaldehyde ClC=1C=C2C(C(=COC2=CC1)C=O)=O